C(C)CC(C(=O)OC=1C=C2CC[C@H]([C@H](C2=CC1)C1=CC=C(C=C1)N1CCC(CC1)C(OC)OC)C1=NN(C=C1)C)(C(=O)NC1=CC(=C(C=C1)C#N)C(F)(F)F)O (1S,2R)-1-[4-[4-(dimethoxymethyl)-1-piperidyl]phenyl]-2-(1-methylpyrazol-3-yl)tetralin-6-ol ethyl-3-[4-cyano-3-(trifluoromethyl)anilino]-2-hydroxy-2-methyl-3-oxo-propionate